2-(cyanomethyl)-7-((2S,5R)-5-ethyl-2-methyl-4-(1-(quinoxalin-6-yl)ethyl)piperazin-1-yl)-5-oxo-4,5-dihydro-2H-pyrazolo[4,3-b]pyridine-6-carbonitrile C(#N)CN1N=C2C(NC(C(=C2N2[C@H](CN([C@@H](C2)CC)C(C)C=2C=C3N=CC=NC3=CC2)C)C#N)=O)=C1